((difluoromethyl)sulfonyl)pyridine FC(S(=O)(=O)C1=NC=CC=C1)F